5-(4-(Hexyloxy)-1,2,5-thiadiazol-3-yl)-1-methyl-1-(((3-methylbutanoyl)oxy)(phenyl)methyl)-1,2,3,6-tetrahydropyridin-1-ium iodide [I-].C(CCCCC)OC=1C(=NSN1)C1=CCC[N+](C1)(C(C1=CC=CC=C1)OC(CC(C)C)=O)C